ClC=1N=C2C(=C(C=NC2=CC1)NC(=O)NC=1C=NC(=C(C1)Cl)N1N=CC=N1)C(C)OC N-(6-chloro-4-(1-methoxyethyl)-1,5-naphthyridin-3-yl)-N'-(5-chloro-6-(2H-1,2,3-triazol-2-yl)pyridin-3-yl)urea